ClC=1C(=NC(=NC1C)N1CCC1)N[C@H](C)C1=C(C=C(C=C1)Cl)Cl 1-(5-chloro-4-(((R)-1-(2,4-dichlorophenyl)ethyl)amino)-6-methylpyrimidin-2-yl)azetidin